C(=C)C=1C=C2CCN(CC2=CC1)C(C(F)(F)F)=O 1-(6-ethenyl-3,4-dihydro-1H-isoquinolin-2-yl)-2,2,2-trifluoroethanone